Succinimidyl 2-azidoacetate N(=[N+]=[N-])CC(=O)ON1C(CCC1=O)=O